1-tritylimidazole C(C1=CC=CC=C1)(C1=CC=CC=C1)(C1=CC=CC=C1)N1C=NC=C1